6-(2-chloro-6-fluoro-4-(4,4,5,5-tetramethyl-1,3,2-dioxaborolan-2-yl)benzyl)-6,7-dihydro-5H-pyrrolo[3,4-b]pyridin-5-one-7,7-d2 ClC1=C(CN2C(C3=NC=CC=C3C2=O)([2H])[2H])C(=CC(=C1)B1OC(C(O1)(C)C)(C)C)F